FC(F)(F)C(=O)C(C(F)(F)F)(C(F)(F)F)F heptafluoroisopropyl trifluoromethyl ketone